C(#N)C1=CC(=C(CN2N=CC(=C2)CNC(OC(C)(C)C)=O)C=C1F)OCC tert-butyl ((1-(4-cyano-2-ethoxy-5-fluorobenzyl)-1H-pyrazol-4-yl)methyl)carbamate